Cyclohexantricarboxylat C1(C(CCCC1)C(=O)[O-])(C(=O)[O-])C(=O)[O-]